(S)-(2-chlorophenyl)(4-(3-(3-chloropyridin-2-yloxy)pyrrolidin-1-yl)-3-(hydroxymethyl)phenyl)methanone ClC1=C(C=CC=C1)C(=O)C1=CC(=C(C=C1)N1C[C@H](CC1)OC1=NC=CC=C1Cl)CO